N-(6-amino-5-ethyl-3-pyridyl)-2-[(2R,5S)-2-[4-[2-(dimethylamino)ethoxy]phenyl]-5-methyl-1-piperidyl]-2-oxo-acetamide NC1=C(C=C(C=N1)NC(C(=O)N1[C@H](CC[C@@H](C1)C)C1=CC=C(C=C1)OCCN(C)C)=O)CC